O[C@]12CC[C@H]([C@@H](/C=C/[C@@H](C(C)C)C)C)[C@]2(CC=C2[C@]3(CCC(C=C3C(C=C12)=O)=O)C)C (22E)-14-Hydroxyergosta-4,7,9(11),22-tetraene-3,6-dione